(S)-1-methyl-N-(3-(1-((1-methyl-1H-pyrazolo[3,4-b]pyrazin-6-yl)amino)ethyl)phenyl)-1H-pyrazolo[4,3-b]pyridine-6-carboxamide CN1N=CC2=NC=C(C=C21)C(=O)NC2=CC(=CC=C2)[C@H](C)NC2=CN=C1C(=N2)N(N=C1)C